3-trifluoromethyladamantane FC(C12CC3CC(CC(C1)C3)C2)(F)F